3,7-dimethyloct-3-yl formate C(=O)OC(CC)(CCCC(C)C)C